methallylindole C(C(C)=C)C=1NC2=CC=CC=C2C1